Methyl 3-(1,4-dimethyl-1H-benzo[d][1,2,3]triazol-5-yl)-3-(3-(((R)-2-ethyl-2,3-dihydro-[1,4]oxazepino[6,7-c]quinolin-4(5H)-yl) methyl)-4-methylphenyl)-2,2-dimethylpropionate CN1N=NC2=C1C=CC(=C2C)C(C(C(=O)OC)(C)C)C2=CC(=C(C=C2)C)CN2C[C@H](OC1=C(C=NC=3C=CC=CC13)C2)CC